FC(C=1C=C(C=CC1F)C=1C=C2C(=NC1)C=NN2C[C@@H]2CN(C(O2)=O)C)F (5S)-5-[[6-[3-(Difluoromethyl)-4-fluoro-phenyl]pyrazolo[4,3-b]pyridin-1-yl]methyl]-3-methyl-oxazolidin-2-one